2-bromo-5-(oxetan-3-ylmethoxy)pyridine BrC1=NC=C(C=C1)OCC1COC1